3-chloro-5-((1-((3-methoxy-6-phenylpyridazin-4-yl)methyl)-6-oxo-4-(trifluoromethyl)-1,6-dihydropyrimidin-5-yl)oxy)benzonitrile ClC=1C=C(C#N)C=C(C1)OC1=C(N=CN(C1=O)CC1=C(N=NC(=C1)C1=CC=CC=C1)OC)C(F)(F)F